propargyl-bromotoluene C(C#C)C(C1=CC=CC=C1)Br